[1,3]Benzoxazine O1CN=CC2=C1C=CC=C2